1,2-dimethyl-3-(4-(4-(trifluoromethoxy)phenoxy)phenyl)-5,6,7,8-tetrahydroquinolin-4(1H)-one CN1C(=C(C(C=2CCCCC12)=O)C1=CC=C(C=C1)OC1=CC=C(C=C1)OC(F)(F)F)C